COC1=C(C(=CC=C1)OC)N1C(=NC=2C1=NC(=CN2)C(=O)N)C2=NC(=CC=C2)OCC 2,6-dimethoxyphenyl-2-(6-ethoxypyridin-2-yl)-1H-imidazo[4,5-b]pyrazine-6-carboxamide